C(C)(=O)NC1(C([C@H](N(C1)CCNC(=O)OC(C)(C)C)C(=O)OC)CC=C)C(NC(C)(C)C)=O methyl (2S)-4-acetamido-3-allyl-1-(2-((tert-butoxycarbonyl)amino)ethyl)-4-(tert-butylcarbamoyl)pyrrolidine-2-carboxylate